2-chloro-1-(3-isobutylphenyl)propan-1-one tert-butyl-4-(1-((4-methoxy-2-methyl-2H-indazol-5-yl)carbamoyl)-2,3-dihydro-1H-pyrrolo[2,3-b]pyridin-4-yl)piperazine-1-carboxylate C(C)(C)(C)OC(=O)N1CCN(CC1)C1=C2C(=NC=C1)N(CC2)C(NC2=C(C1=CN(N=C1C=C2)C)OC)=O.ClC(C(=O)C2=CC(=CC=C2)CC(C)C)C